FC(C(=CC(F)F)F)F 1,1,2,4,4-pentafluoro-2-butene